FC(C=1C(=C(C=CC1)[C@@H](C)NC1=C(C(=NC(=N1)OC)C(C(=O)NC1=C(C=NC=C1)C)C)C1OCCO1)F)F 2-(6-(((R)-1-(3-(difluoromethyl)-2-fluorophenyl)ethyl)amino)-5-(1,3-dioxolan-2-yl)-2-methoxypyrimidin-4-yl)-N-(3-methylpyridin-4-yl)propanamide